2-methyl (2S,4R)-4-azidopyrrolidine-1,2-dicarboxylate N(=[N+]=[N-])[C@@H]1C[C@H](N(C1)C(=O)[O-])C(=O)OC